C(C)(C)(C)OC(=O)C1=C(N=NC(=C1)C1=C(C=CC(=C1)Cl)F)N(CC1(C(OCC1=O)=O)C)C 6-(5-chloro-2-fluorophenyl)-3-{methyl-[(3-methyl-2-oxooxooxolan-3-yl)methyl]amino}pyridazine-4-carboxylic acid tert-butyl ester